ClC=1C(=NC(=NC1)NC1CCOCC1)C1=CC=C2CN(C(C2=C1)=O)C(C(=O)N[C@H](C)C1=CC(=CC=C1)OC)COC 2-(6-(5-chloro-2-((oxacyclohex-4-yl)amino)pyrimidin-4-yl)-1-oxoisoindolin-2-yl)-3-methoxy-N-((R)-1-(3-methoxyphenyl)ethyl)propionamide